(2-Furanylamino)pregn-5-en O1C(=CC=C1)NCC[C@H]1CC[C@H]2[C@@H]3CC=C4CCCC[C@]4(C)[C@H]3CC[C@]12C